Tert-butyl (1-(((5-iodopyridin-2-yl)oxy)methyl)cyclopropyl)(methyl)carbamate IC=1C=CC(=NC1)OCC1(CC1)N(C(OC(C)(C)C)=O)C